3-((4,4-bis(octyloxy)butanoyl)oxy)-2-((((2-(4-hydroxypiperidin-1-yl)ethyl)carbamoyl)oxy)methyl)propyl (9Z,12Z)-octadeca-9,12-dienoate C(CCCCCCC\C=C/C\C=C/CCCCC)(=O)OCC(COC(CCC(OCCCCCCCC)OCCCCCCCC)=O)COC(NCCN1CCC(CC1)O)=O